C(#N)C1=CC(=C(OCC=2C=C(C=CC2)[C@@H]2CN(CC2)CC2=NC3=C(N2C[C@H]2OCC2)C=C(C=C3)C(=O)O)C=C1)F 2-{[(3R)-3-{3-[(4-cyano-2-fluorophenoxy)methyl]phenyl}pyrrolidin-1-yl]methyl}-1-{[(2S)-oxetan-2-yl]methyl}-1H-1,3-benzodiazole-6-carboxylic acid